ClC1=CC(=NC=C1C=1N=NC=CC1)N 4-chloro-5-(pyridazin-3-yl)pyridin-2-amine